ClC1=CC(=NC=N1)C(=O)N 6-chloro-pyrimidine-4-carboxamide